C(CC)(=O)OCCC(CCCCCCCCCCCCCCC)C1=CC(=C(C(=C1)C(C)(C)C)O)C(C)(C)C (3-[3,5-di-tert-butyl-4-hydroxyphenyl])Octadecyl propionate